IC=1C(=NN(C1)CCCCCCNC(OC(C)(C)C)=O)C(F)(F)F tert-butyl (6-(4-iodo-3-(trifluoromethyl)-1H-pyrazol-1-yl)hexyl)carbamate